C1=C(C=C(C2=C1C(=O)C3=C2C(=CC(=C3)[N+](=O)[O-])[N+](=O)[O-])[N+](=O)[O-])[N+](=O)[O-] 2,4,5,7-Tetranitrofluorenone